BrC1=CC=C(C=C1)C(C)OC=1C=C(NC1C(NC)=O)C(=O)OCC ethyl 4-(1-(4-bromophenyl) ethoxy)-5-(methyl carbamoyl)-1H-pyrrole-2-carboxylate